1-(((3S)-1-((3-cyano-1-azetidinyl)sulfonyl)-3-piperidinyl)carbonyl)-N-(3-fluoro-4-methylbenzyl)-D-prolinamide C(#N)C1CN(C1)S(=O)(=O)N1C[C@H](CCC1)C(=O)N1[C@H](CCC1)C(=O)NCC1=CC(=C(C=C1)C)F